6-(imidazo[1,2-a]pyridine-3-carbonyl)-N-(3-morpholino-5-(trifluoromethyl)phenyl)-4,5,6,7-tetrahydrothieno[2,3-c]pyridine-3-carboxamide N=1C=C(N2C1C=CC=C2)C(=O)N2CC1=C(CC2)C(=CS1)C(=O)NC1=CC(=CC(=C1)C(F)(F)F)N1CCOCC1